2-(2'-hydroxy-5'-tert-octyl-phenyl)-benzotriazole OC1=C(C=C(C=C1)C(C)(C)CC(C)(C)C)N1N=C2C(=N1)C=CC=C2